1-(3,4-dimethylphenyl)-4-(4-(5-(m-tolyl)-1,2,4-oxadiazol-3-yl)piperidine-1-carbonyl)pyrrolidin-2-one CC=1C=C(C=CC1C)N1C(CC(C1)C(=O)N1CCC(CC1)C1=NOC(=N1)C=1C=C(C=CC1)C)=O